C(C)C1=C(C=NC(=C1)C)C1=C2C=C(NC2=C(C(=C1)C1=CCCN(C1)C(CCN1N=NC=C1)=O)F)C(=O)OC methyl 4-(4-ethyl-6-methyl-3-pyridyl)-7-fluoro-6-[1-[3-(triazol-1-yl)propanoyl]-3,6-dihydro-2H-pyridin-5-yl]-1H-indole-2-carboxylate